N-(5-Chloro-6-(2H-1,2,3-triazol-2-yl)pyridin-3-yl)-1-(pyrrolo[1,2-a]pyrazin-1-yl)-5-(trifluoromethyl)-1H-pyrazol-4-carboxamid ClC=1C=C(C=NC1N1N=CC=N1)NC(=O)C=1C=NN(C1C(F)(F)F)C=1C=2N(C=CN1)C=CC2